C(#C)C12CCC(CC1)(CC2)N(C)C 4-ethynyl-N,N-dimethylbicyclo[2.2.2]octan-1-amine